2-butyl-suberic acid anion C(CCC)C(C(=O)[O-])CCCCCC(=O)[O-]